C(C)N=C=NCCCN(C)C 1-ethyl-3-[3-(dimethylamino)propyl]-carbodiimide